tert-butyl 2''-oxodispiro[1,3-dioxolane-2,1'-cyclohexane-4',3''-indole]-1''-carboxylate O=C1N(C2=CC=CC=C2C12CCC1(CC2)OCCO1)C(=O)OC(C)(C)C